N[C@H](C(=O)OC)C[C@H]1C(NCC1)=O methyl (S)-2-amino-3-((S)-2-oxopyrrolidin-3-yl)propanoate